2-(3,6-dichloro-2-pyridinyl)-3-methyl-6-(trifluoromethyl)imidazo[4,5-c]pyridine ClC=1C(=NC(=CC1)Cl)C1=NC2=C(C=NC(=C2)C(F)(F)F)N1C